COC(C=C(C1=CC=CC=C1)NC1(CN(CC1)C(=O)OC(C)(C)C)C)=O tert-butyl 3-((3-methoxy-3-oxo-1-phenylprop-1-en-1-yl) amino)-3-methylpyrrolidine-1-carboxylate